C(C)(C)(C)OC(=O)N1C(C=2N(CC1)N=C(C2N2C(NC=C2)=O)C2=CC(=C(C(=C2)C)F)C)C 2-(4-fluoro-3,5-dimethylphenyl)-4-methyl-3-(2-oxo-2,3-dihydro-1H-imidazol-1-yl)-6,7-dihydropyrazolo[1,5-a]pyrazine-5(4H)-carboxylic acid tert-butyl ester